8-(6-(6-(Difluoromethyl)imidazo[1,2-b]pyridazin-3-yl)pyrimidin-4-yl)-5-oxa-2,8-diazaspiro[3.5]nonane-2-sulfonamide FC(C=1C=CC=2N(N1)C(=CN2)C2=CC(=NC=N2)N2CCOC1(CN(C1)S(=O)(=O)N)C2)F